tert-butyl cyclobutyl(2-(5-(2-(5,6-dihydro-4H-pyrrolo[1,2-b]pyrazol-3-yl)pyrazolo[5,1-b]thiazole-7-carboxamido)-6-methylnicotinamido)ethyl)carbamate C1(CCC1)N(C(OC(C)(C)C)=O)CCNC(C1=CN=C(C(=C1)NC(=O)C=1C=NN2C1SC(=C2)C2=C1N(N=C2)CCC1)C)=O